C(#C)C1=CC=C2C=3C(=C(N(C(C13)=O)C1=CC=CC=C1)[C@H](C)NC(=O)C=1C(=NN3C1N=CC=C3)NS(NC)(=O)=O)C(N2C)=O (S)-N-(1-(6-ethynyl-1-methyl-2,5-dioxo-4-phenyl-1,2,4,5-tetrahydropyrrolo[4,3,2-de]isoquinolin-3-yl)ethyl)-2-((N-methylsulfamoyl)amino)pyrazolo[1,5-a]pyrimidine-3-carboxamide